COC1=CC=CC(=N1)C(=O)NC1=CC(=CC=C1)[C@H](C)SC1=NN=CN1C (S)-6-Methoxy-N-(3-(1-((4-methyl-4H-1,2,4-triazol-3-yl)thio)ethyl)phenyl)picolinamide